FC1=C(C=C(C=C1)C(O)C1=NC=NC=C1OC)C1=NC=NC2=CC(=CC=C12)N1CCOCC1 [4-Fluoro-3-(7-morpholin-4-yl-quinazolin-4-yl)-phenyl]-(5-methoxy-pyrimidin-4-yl)-methanol